3-[(3-fluoro-2-methoxyphenyl)amino]-2-(3-{[(2S)-1-(2-fluoroprop-2-enoyl)azetidin-2-yl]methoxy}pyridin-4-yl)-1H,5H,6H,7H-pyrrolo[3,2-c]pyridin-4-one FC=1C(=C(C=CC1)NC1=C(NC2=C1C(NCC2)=O)C2=C(C=NC=C2)OC[C@H]2N(CC2)C(C(=C)F)=O)OC